NCCN1[C@@H](CCC1)COC=1N=C(C2=C(N1)CN(CC2)C2=CC=CC1=CC=CC(=C21)Cl)N2C[C@@H](N(CC2)C(C=C)=O)CC#N 2-[(2S)-4-[2-[[(2S)-1-(2-aminoethyl)pyrrolidin-2-yl]methoxyl]-7-(8-chloro-1-naphthyl)-6,8-dihydro-5H-pyrido[3,4-d]pyrimidin-4-yl]-1-prop-2-enoyl-piperazin-2-yl]acetonitrile